4-methylphenyl-2,2-dimethyl-3-(8-methyl-3-(trifluoromethyl)-[1,2,4]triazolo[4,3-a]pyridine-7-yl)propanoic acid CC1=CC=C(C=C1)C(C(C(=O)O)(C)C)C1=C(C=2N(C=C1)C(=NN2)C(F)(F)F)C